6-ethoxy-4,11,11-trimethyl-8-methylenebicyclo[7.2.0]undec-4-ene C(C)OC1C=C(CCC2C(CC2C(C1)=C)(C)C)C